ClC1=CC(=C(C=C1)N1CCN(CC1)C1=C(C=CC=C1)CO)F (2-(4-(4-chloro-2-fluorophenyl)piperazin-1-yl)phenyl)methanol